PHOSPHINOSUCCINIC ACID PC(C(=O)O)CC(=O)O